N-tert-butyloxycarbonyl-L-methionine C(C)(C)(C)OC(=O)N[C@@H](CCSC)C(=O)O